3-(1,1-difluoro-2-((4-hydroxybenzyl)amino)-2-oxoethyl)-N-(3,4-difluorophenyl)-4-fluorobenzamide FC(C(=O)NCC1=CC=C(C=C1)O)(F)C=1C=C(C(=O)NC2=CC(=C(C=C2)F)F)C=CC1F